C(C=C)(=O)ON1CCCC1 (S)-pyrrolidinyl acrylate